Bis(pinacol) borate B(O)(O)O.OC(C)(C)C(C)(C)O.OC(C)(C)C(C)(C)O